C(C)(C)(C)OC(=O)N1CCC(CC1)OCCOC1=CC(=CC=C1)OC1=C(C=C(C=C1)CS(=O)(=O)CC)Br.FC=1C=C(C(=C2CCCC12)N=C=O)C1=CC=NC=C1 4-(7-fluoro-4-isocyanato-2,3-dihydro-1H-inden-5-yl)pyridine tert-butyl-4-[2-[3-[2-bromo-4-(ethylsulfonylmethyl)phenoxy]phenoxy]ethoxy]piperidine-1-carboxylate